3-(5-(3-(4-(1-methoxycyclopropyl)phenyl)-2-oxoimidazolidin-1-yl)-1-oxoisoindolin-2-yl)piperidine-2,6-dione COC1(CC1)C1=CC=C(C=C1)N1C(N(CC1)C=1C=C2CN(C(C2=CC1)=O)C1C(NC(CC1)=O)=O)=O